antimony-bismuth magnesium aluminum [Al].[Mg].[Bi].[Sb]